C[C@@H]1COC[C@@H](N1)C=1C=CC=2N(C1)C=C(N2)CNC(=O)C=2N=C1N(C(C2)=O)C=CC=C1 N-({6-[(3S,5R)-5-methylmorpholin-3-yl]imidazo[1,2-a]pyridin-2-yl}methyl)-4-oxo-4H-pyrido[1,2-a]pyrimidine-2-carboxamide